ClC1=C(C=CC=C1)[C@]1(C(CCCC1)=O)CNC(O)=O (S)-1-(2-chlorophenyl)-2-oxocyclohexylmethylcarbamic acid